CN(C)CC(C(=O)N)=C 2-((dimethylamino)methyl)acrylamid